(3Z,13E)-3,13-octadecdien CC\C=C/CCCCCCCC\C=C\CCCC